C1(CC1)C1=NC=NC(=C1C1=NN2C(N(CCC2)CC2=CC(=C(C=C2)C=2N(C=C(N2)C(F)(F)F)C(C)C)F)=C1)OC 2-(4-cyclopropyl-6-methoxypyrimidin-5-yl)-4-(3-fluoro-4-(1-isopropyl-4-(trifluoromethyl)-1H-imidazol-2-yl)benzyl)-4,5,6,7-tetrahydropyrazolo[1,5-a]pyrimidine